tert-Butyl (3R,5S)-1-(5-(2-chloropyrimidine-4-carboxamido)-2-methylbenzo[d]thiazol-4-yl)-5-(hydroxymethyl)pyrrolidin-3-ylcarbamate ClC1=NC=CC(=N1)C(=O)NC=1C=CC2=C(N=C(S2)C)C1N1C[C@@H](C[C@H]1CO)NC(OC(C)(C)C)=O